FC1=CC=C(C=C1)C=1C(=C2N(N1)CCC2)C2=C1C(=NC(=C2)C)NN=C1 4-(2-(4-fluorophenyl)-5,6-dihydro-4H-pyrrolo[1,2-b]pyrazol-3-yl)-6-methyl-1H-pyrazolo[3,4-b]pyridine